Cl.B(O)(O)CCCC[C@]1(NC[C@@H]2N(CC[C@@H]21)C(=O)OC(C)OC([C@H](C(C)C)N(C)C)=O)C(=O)O (3aS,4R,6aR)-4-(4-boronobutyl)-1-((1-((S)-2-(dimethylamino)-3-methylbutanoyloxy)ethoxy)carbonyl)octahydropyrrolo[3,4-b]pyrrole-4-carboxylic acid hydrochloride